N-((5-chloro-6-((3-methylisoxazol-5-yl)methoxy)-1H-indol-2-yl)methyl)pyrrolidine-1-carboxamide ClC=1C=C2C=C(NC2=CC1OCC1=CC(=NO1)C)CNC(=O)N1CCCC1